(1-benzyl-1H-pyrazol-4-yl)-5-bromo-2-methoxynicotinamide C(C1=CC=CC=C1)N1N=CC(=C1)C1=NC(=C(C(=O)N)C=C1Br)OC